NC1=NC(=NC=C1C(=O)NC1=CC=C(C=C1)OCC(CF)O)N1CCN(CC1)C1=NC=CC=C1 4-Amino-N-(4-(3-fluoro-2-hydroxypropoxy)phenyl)-2-(4-(pyridin-2-yl)piperazin-1-yl)pyrimidine-5-carboxamide